C(CCCCCCCCCCC)CCC(=S)OCC(COC(CCCCCCCCCCCCCC)=S)(COC(CCCCCCCCCCCCCC)=S)COC(CCCCCCCCCCCCCC)=S pentaerythritol tetrakis(3-dodecylthio propionate)